N-(2,4-dichlorobenzyl)-1-(thiophen-3-ylmethyl)piperidine-4-carboxamide ClC1=C(CNC(=O)C2CCN(CC2)CC2=CSC=C2)C=CC(=C1)Cl